N-((R)-3,3-difluoro-1-(methylsulfonyl)piperidin-4-yl)-5-(1-((S)-1,1-difluoropropan-2-yl)-1H-benzo[d][1,2,3]triazol-6-yl)-6-fluoro-4-methoxypyrrolo[2,1-f][1,2,4]triazin-2-amine FC1(CN(CC[C@H]1NC1=NN2C(C(=N1)OC)=C(C(=C2)F)C=2C=CC1=C(N(N=N1)[C@H](C(F)F)C)C2)S(=O)(=O)C)F